Butyl 5-{[2-(6-isopropylpyridin-3-yl)imidazo[1,2-a]pyridin-3-yl]methyl}-2,5-diazabicyclo-[2.2.2]octane-2-carboxylate C(C)(C)C1=CC=C(C=N1)C=1N=C2N(C=CC=C2)C1CN1C2CN(C(C1)CC2)C(=O)OCCCC